COC1=C2C=C(C(N(C2=CC(=C1)C1CCOCC1)C)=O)C 5-methoxy-1,3-dimethyl-7-(tetrahydro-2H-pyran-4-yl)quinolin-one